Cl.NCC(=O)NC1=C(C=C(C(=O)OC)C=C1)OC methyl 4-(2-aminoacetamido)-3-methoxybenzoate hydrochloride